4-(2-cyanopropan-2-yl)-N-(2-fluoro-4-methyl-5-(4,4,5,5-tetramethyl-1,3,2-dioxaborolan-2-yl)phenyl)picolinamide C(#N)C(C)(C)C1=CC(=NC=C1)C(=O)NC1=C(C=C(C(=C1)B1OC(C(O1)(C)C)(C)C)C)F